(6Z,16Z)-12-((Z)-dec-4-en-1-yl)docosa-6,16-dien-11-yl 5-(4-(2-hydroxyethyl)-piperazin-1-yl)pentanoate OCCN1CCN(CC1)CCCCC(=O)OC(CCC\C=C/CCCCC)C(CCC\C=C/CCCCC)CCC\C=C/CCCCC